6-[(2R)-2-amino-3-methoxypropyl]-2-chloro-5-fluoro-N-[(furan-2-yl)methyl]-7-methyl-7H-pyrrolo[2,3-d]pyrimidin-4-amine N[C@H](CC1=C(C2=C(N=C(N=C2NCC=2OC=CC2)Cl)N1C)F)COC